3-(4-iodo-1H-pyrazol-1-yl)cyclobutane-1-one dirhodium(II) tetrakis(methyl-2-pyrrolidone-carboxylate) CC1C(N(CC1)C(=O)[O-])=O.CC1C(N(CC1)C(=O)[O-])=O.CC1C(N(CC1)C(=O)[O-])=O.CC1C(N(CC1)C(=O)[O-])=O.[Rh+2].[Rh+2].IC=1C=NN(C1)C1CC(C1)=O